NCCCCCCNCCCCCCN di(6-amino-hexyl)amine